COC(C1=CC(=CC=C1)CC(=O)NC1=C(C=C(C(=C1)Cl)Br)C=O)=O 3-(2-((4-bromo-5-chloro-2-formylphenyl)amino)-2-oxoethyl)benzoic acid methyl ester